5-methyl-6-(3-methyl-1H-indol-6-yl)pyridazin-3-amine CC=1C=C(N=NC1C1=CC=C2C(=CNC2=C1)C)N